N[C@H]1C(N(CC1)C)=O (3R)-3-amino-1-methyl-pyrrolidin-2-one